tert-butyl 5-(3-amino-2-methoxyphenyl)picolinate NC=1C(=C(C=CC1)C=1C=CC(=NC1)C(=O)OC(C)(C)C)OC